C[C@H]1N(CCOC1)C1=NN2C(C(NC[C@@H]2CC(F)(F)F)=O)=C1 (S)-2-((R)-3-methylmorpholin-4-yl)-7-(2,2,2-trifluoroethyl)-6,7-dihydro-5H-pyrazolo[1,5-a]pyrazin-4-one